2-[4-(2-hydroxypropan-2-yl)phenyl]-5-methyl-7-[2-(2,2,2-trifluoroethoxy)phenyl]-1H-pyrrolo[3,4-c]pyridin-3,6(2H,5H)-dione OC(C)(C)C1=CC=C(C=C1)N1C(C2=CN(C(C(=C2C1)C1=C(C=CC=C1)OCC(F)(F)F)=O)C)=O